C(CN=C=O)N=C=O 1,2-ethylene diisocyanate